C1(=CC=CC=C1)C1(C2=CC=CC=C2C=2C=CC(=CC12)C1=CC=C(C=C1)N(C1=CC=2C(C3=CC=CC=C3C2C=C1)(C)C)C1=CC=C(C=C1)C=1C2=CC=CC=C2C=2C=CC=CC2C1)C1=CC=CC=C1 N-(4-(9,9-diphenyl-9H-fluoren-2-yl)phenyl)-9,9-dimethyl-N-(4-(phenanthren-9-yl)phenyl)-9H-fluoren-2-amine